ClC1=NC=C(C=2N(C=3CCCCC3C21)C(=O)OC(C)(C)C)C(=O)OC 5-(tert-butyl) 4-methyl 1-chloro-6,7,8,9-tetrahydro-5H-pyrido[4,3-b]indole-4,5-dicarboxylate